7-methoxy-N-(6-methoxypyridin-2-yl)-2-((tetrahydro-2H-pyran-4-yl)methyl)imidazo[1,2-a]pyridine-6-carboxamide COC1=CC=2N(C=C1C(=O)NC1=NC(=CC=C1)OC)C=C(N2)CC2CCOCC2